CC(C1=C(C(=O)OC1=O)C)CCC dimethylhexene-1,2-dicarboxylic anhydride